N1=CC(=CC=C1)C=1C=CC=C(C1C1=CC=CC=C1)C1=CC=CC=C1 6'-(pyridin-3-yl)-[1,1':2',1''-terphenyl]